N,N'-bis(2,6-dimethyl-4-benzhydryl-phenyl)-5-phenyl-acenaphthene-1,2-diimine Nickel (II) bromide [Ni](Br)Br.CC1=C(C(=CC(=C1)C(C1=CC=CC=C1)C1=CC=CC=C1)C)N=C1C(C2=CC=C(C3=CC=CC1=C23)C2=CC=CC=C2)=NC2=C(C=C(C=C2C)C(C2=CC=CC=C2)C2=CC=CC=C2)C